N1C=CCCC=C1 4,5-dihydro-1H-azepin